FC(OC1=C(C(=O)OC(C)(C)C)C(=CC(=C1)C=1C=NN2C1C=CC(=C2)C2COC2)OC)F tert-butyl 2-(difluoromethoxy)-6-methoxy-4-[6-(oxetan-3-yl)pyrazolo[1,5-a]pyridin-3-yl]benzoate